2-Nitroaniline [N+](=O)([O-])C1=C(N)C=CC=C1